(4-bromo-5-fluoro-indol-1-yl)-triisopropylsilane BrC1=C2C=CN(C2=CC=C1F)[Si](C(C)C)(C(C)C)C(C)C